(-)-dimethyl-2,3-O-isopropylidene-L-tartrate CC1(O[C@H]([C@@H](O1)C(=O)OC)C(=O)OC)C